ClC=1C(=CC=C2N=CC(=NC12)C=1C=NN(C1)CC(C(=O)N)(C)C)OC1=CC2=C(N=C(N2)C)C=C1 3-[4-[8-Chloro-7-[(2-methyl-3H-benzimidazol-5-yl)oxy]quinoxalin-2-yl]pyrazol-1-yl]-2,2-dimethyl-propanamide